O=C(/C=C/C1=CC=C(C(=O)[O-])C=C1)C1=CC=CC=C1 4-[(E)-3-oxo-3-phenylprop-1-enyl]benzoate